FC([C@@H](C)NC1=NC(=NC(=N1)N[C@@H](C(F)(F)F)C)C1=CC=CC(=N1)SC[C@H](C(=O)O)C)(F)F (S)-3-((6-(4,6-bis(((R)-1,1,1-trifluoropropan-2-yl)amino)-1,3,5-triazin-2-yl)pyridine-2-yl)thio)-2-methylpropanoic acid